NCCC1=CC=CC(=N1)C(CO)(F)F 2-(6-(2-Aminoethyl)pyridin-2-yl)-2,2-difluoroethan-1-ol